C(C)(C)(C)OC(=O)N1C2CN(C(C1)CC2)CC2=C(N=C1N2C=CC=C1)C1=NC=C(C=C1)Cl tert.-Butyl-5-{[2-(5-chloropyridin-2-yl)imidazo[1,2-a]pyridin-3-yl]methyl}-2,5-diazabicyclo[2.2.2]octan-2-carboxylat